C1([C@H]2N(CCN1)CCNC2)=O (S)-octahydro-1H-pyrazino[1,2-a]pyrazin-1-one